5-ethyl-1,6-difluoro-4-(4,4,5,5-tetramethyl-1,3,2-dioxaborolan-2-yl)naphthalen-2-ol C(C)C1=C2C(=CC(=C(C2=CC=C1F)F)O)B1OC(C(O1)(C)C)(C)C